C(C1=CC=CC=C1)(=O)[O-].[Si+4].C(C1=CC=CC=C1)(=O)[O-].C(C1=CC=CC=C1)(=O)[O-].C(C1=CC=CC=C1)(=O)[O-] silicon benzoate salt